N-{3-fluoro-4-[(7-(methyloxy)-6-{[(1-methylpiperidin-4-yl)methyl]oxy}quinazolin-4-yl)oxy]phenyl}-N'-(4-fluorophenyl)cyclopropane-1,1-dicarboxamide FC=1C=C(C=CC1OC1=NC=NC2=CC(=C(C=C12)OCC1CCN(CC1)C)OC)NC(=O)C1(CC1)C(=O)NC1=CC=C(C=C1)F